N-(5-chloro-2-(4-(cyclopropylmethyl)-4-hydroxypiperidin-1-yl)phenyl)-5-(tetrahydro-2H-pyran-4-yl)furan-2-carboxamide ClC=1C=CC(=C(C1)NC(=O)C=1OC(=CC1)C1CCOCC1)N1CCC(CC1)(O)CC1CC1